BrC1=C(C=C(C=C1)C1(CC1)C#N)COC1CC2=CC=CC=C2C1 1-{4-bromo-3-[(2,3-dihydro-1H-inden-2-yloxy)methyl]phenyl}cyclopropane-1-carbonitrile